NCCC1N(CCC(C1)C1=CC(=C(C=C1C)NC1=NC=C(C(=N1)NC1=C(C=CC=C1)S(=O)(=O)C(C)C)Cl)OC(C)C)C1CCNCC1 N2-(4-((2-aminoethyl)-[1,4'-bipiperidin]-4-yl)-2-isopropoxy-5-methylphenyl)-5-chloro-N4-(2-(isopropylsulfonyl)phenyl)pyrimidine-2,4-diamine